FC1=CC=C(C=C1)C1=NN2C(CN(CC2)C(C)=O)=C1C=1C=2N(N=CC1)C=C(N2)C(C)(C)O 1-(2-(4-fluorophenyl)-3-(2-(2-hydroxypropan-2-yl)imidazo[1,2-b]pyridazin-8-yl)-6,7-dihydropyrazolo[1,5-a]pyrazin-5(4H)-yl)ethan-1-one